C1(=CC=CC=C1)C1=CC=CC=2[Se]C3=C(C21)C=CC=C3 phenyldibenzoselenophene